OC1=CC(=C(C=C1)N=NC1=CC=CC=C1)C1=CC=CC=C1 4'-hydroxyphenyl-azobenzene